CC1=NN2C(N=C(C=C2C)C2=CC3=CN(N=C3C(=C2)F)C2CCN(CC2)C(=O)OC(C)(C)C)=C1 tertbutyl 4-[5-(2,7-dimethylpyrazolo[1,5-a]pyrimidin-5-yl)-7-fluoro-indazol-2-yl]piperidine-1-carboxylate